CC1=CC=C(O1)[C@@H]1CC[C@H](N1C(=O)OC(C)(C)C)C(=O)OCC1=CC=CC=C1 2-benzyl 1-(tert-butyl) (2S,5S)-5-(5-methylfuran-2-yl)pyrrolidine-1,2-dicarboxylate